2-(4-nitrophenyl)-p-aminophenol [N+](=O)([O-])C1=CC=C(C=C1)C1=C(C=CC(=C1)N)O